C[C@H](CC(C)C)C=1SC=CC1NC(=O)C=1C(=NN(C1)C)C(F)(F)F |r| (RS)-N-[2-(1,3-dimethylbutyl)-3-thienyl]-1-methyl-3-(trifluoromethyl)-1H-pyrazole-4-carboxamide